C(C=C)N1N(C2=NC(=NC=C2C1=O)NC1=CC(=NC=C1)C)C1=NC(=CC=C1)OC1CCNCC1 allyl-6-(2-methyl-4-pyridylamino)-1-[6-(4-piperidyloxy)-2-pyridyl]-1,2-dihydro-3H-1,2,5,7-tetraazainden-3-one